2-(2-isobutylazepan-1-yl)-N-(3-sulfamoyl-phenyl)-5-(trifluoro-methyl)pyridine-3-carboxamide C(C(C)C)C1N(CCCCC1)C1=NC=C(C=C1C(=O)NC1=CC(=CC=C1)S(N)(=O)=O)C(F)(F)F